CC(C)C(C(C)C)(O)C(C)C 2,4-dimethyl-3-isopropyl-3-pentanol